C(C1=CC=CC=C1)OC[C@H](N)C(=O)O O-Benzylserin